IC1=CC=C(C=C1)C1=NN=C(N=N1)CCN 2-(6-(4-iodophenyl)-1,2,4,5-tetrazin-3-yl)ethan-1-amine